tert-butyl 4-(6-acetyl-7-bromo-8-fluoro-2-((tetrahydro-1H-pyrrolizin-7a(5H)-yl)methoxy)quinazolin-4-yl)piperazine-1-carboxylate C(C)(=O)C=1C=C2C(=NC(=NC2=C(C1Br)F)OCC12CCCN2CCC1)N1CCN(CC1)C(=O)OC(C)(C)C